O1C(OCC1)CCCN1CCN(CC1)C1=NC=C(C=N1)C(F)(F)F 2-(4-(3-(1,3-dioxolan-2-yl)propyl)piperazin-1-yl)-5-(trifluoromethyl)pyrimidine